CON([C@@H](C)C(=O)N[C@@H](C)C(=O)N1[C@@H](CCC1)C(=O)N[C@@H](C(C)C)C(=O)O)C(CCC(=O)O)=O N-methoxysuccinyl-L-alanyl-L-alanyl-L-prolyl-valine